gamma-(2,3-epoxypropoxy)propyl-dimethyl-methoxysilane C(C1CO1)OCCC[Si](OC)(C)C